C(C)N(CCCNC(=O)C1=CC2=C(N3C(S2)=NC(=C3)C3=C(C=NC=C3)F)C=C1)CC N-(3-(diethylamino)propyl)-2-(3-fluoropyridin-4-yl)benzo[d]imidazo[2,1-b]thiazole-7-carboxamide